(S)-2-amino-4-(sec-butoxy)-N-(1-cyclopropyl-2-oxo-1,2-dihydropyridin-3-yl)pyrimidine-5-carboxamide Methyl-2-(3,5-dimethylisoxazol-4-yl)-1-(4-hydroxyphenyl)-1H-indole-3-carbimidate COC(=N)C1=C(N(C2=CC=CC=C12)C1=CC=C(C=C1)O)C=1C(=NOC1C)C.NC1=NC=C(C(=N1)O[C@@H](C)CC)C(=O)NC=1C(N(C=CC1)C1CC1)=O